[Fe](SC#N)(SC#N)SC#N ferric Thiocyanate